FC1(CN(C1)C1=CC(=CC(=N1)N)C)F 6-(3,3-Difluoroazetidin-1-yl)-4-methylpyridin-2-amine